1,2-dioctyl phthalate C(C=1C(C(=O)OCCCCCCCC)=CC=CC1)(=O)OCCCCCCCC